2-(4'-bromo-[1,1'-biphenyl]-3-yl)-4,6-di-phenyl-1,3,5-triazine BrC1=CC=C(C=C1)C1=CC(=CC=C1)C1=NC(=NC(=N1)C1=CC=CC=C1)C1=CC=CC=C1